C(C)(C)N1C=NC(=C1)C=1N=C(SC1)N(C(OC(C)(C)C)=O)CC1=CC=C(C=C1)OC tert-butyl N-[4-(1-isopropylimidazol-4-yl)-1,3-thiazol-2-yl]-N-[(4-methoxyphenyl)methyl]carbamate